COC(C1=NC(=CC=C1)CN(CCOCCO)CCOCCOCCNCC)=O 6-((1,4,10,13-tetraoxa-7,16-diaza-octadeca-7-yl)methyl)picolinic acid methyl ester